rac-6-(1-Isopropyl-1H-pyrazol-3-yl)-4-(3-methoxypiperidin-1-yl)-5-methyl-2-(pyridin-2-yl)pyrrolo[2,1-f][1,2,4]triazine C(C)(C)N1N=C(C=C1)C=1C(=C2C(=NC(=NN2C1)C1=NC=CC=C1)N1C[C@@H](CCC1)OC)C |r|